tert-butyl 1-((2-(2-(2,6-dioxopiperidin-3-yl)-1-oxoisoindolin-5-yl)-3-fluoropyridin-4-yl)methyl)octahydro-6H-pyrrolo[3,4-b]pyridine-6-carboxylate O=C1NC(CCC1N1C(C2=CC=C(C=C2C1)C1=NC=CC(=C1F)CN1C2C(CCC1)CN(C2)C(=O)OC(C)(C)C)=O)=O